NCC1=NNC(C2=C(C=C(C=C12)C1=C(N(N=C1)C)C1=C(C2=CC=CC=C2C=C1)C#N)OCC)=O 2-[4-[4-(aminomethyl)-8-ethoxy-1-oxo-2H-phthalazin-6-yl]-2-methyl-pyrazol-3-yl]naphthalene-1-carbonitrile